NC1=NN2C(C(N1)=O)=C(N=C2C(C)C)I 2-Amino-5-iodo-7-isopropylimidazo[5,1-f][1,2,4]triazin-4(3H)-one